C(CNC([S-])=S)NC([S-])=S.[Mn+2] manganese ethylene-bis(dithiocarbamate)